ClC=1C=C(C=CC1F)C=1C=C2CC(C(C2=CC1)NC(O[C@@H]1CN2CCC1CC2)=O)(C)C (S)-quinuclidin-3-yl (5-(3-chloro-4-fluorophenyl)-2,2-dimethyl-2,3-dihydro-1H-inden-1-yl)carbamate